tert-butyl (S)-(1-(5-(4-(1-ethylpiperidin-4-yl)phenyl)-3-methylthiophene-2-carbonyl)pyrrolidin-3-yl)carbamate C(C)N1CCC(CC1)C1=CC=C(C=C1)C1=CC(=C(S1)C(=O)N1C[C@H](CC1)NC(OC(C)(C)C)=O)C